N[C@@H](C)C=1N(S(C2=C(C1)C=CC=C2F)(=O)=O)C=2C=NC=NC2 (S)-3-(1-aminoethyl)-8-fluoro-2-(pyrimidin-5-yl)-2H-benzo[e][1,2]Thiazine-1,1-dioxide